C(=O)=[Ru](=C=O)(=C=O)(=C=O)(=C=O)(=C=O)(=C=O)(=C=O)(=C=O)(=C=O)(=C=O)=C=O Dodecacarbonyl-Ruthenium